N-(6-amino-5-cyclopropylpyridin-3-yl)-2-((2S,5R)-4-isobutyryl-5-methyl-2-phenylpiperazin-1-yl)-2-oxoacetamide NC1=C(C=C(C=N1)NC(C(=O)N1[C@H](CN([C@@H](C1)C)C(C(C)C)=O)C1=CC=CC=C1)=O)C1CC1